5-(pyridin-2-yl)-8-(trifluoromethyl)pyrimido[4,5-c]quinolin-3-amine N1=C(C=CC=C1)C1=NC=2C=C(C=CC2C2=C1N=C(N=C2)N)C(F)(F)F